(2R,3S,4S)-2,3,4-tris(benzyloxy)-4-[(4R,5R)-4-(benzyloxymethyl)-2,2,5-trimethyl-1,3-dioxolan-4-yl]-1-(piperazin-1-yl)butane-1-one oxalate C(C(=O)O)(=O)O.C(C1=CC=CC=C1)O[C@@H](C(=O)N1CCNCC1)[C@H]([C@@H]([C@@]1(OC(O[C@@H]1C)(C)C)COCC1=CC=CC=C1)OCC1=CC=CC=C1)OCC1=CC=CC=C1